(1-(1H-tetrazol-5-yl)ethyl) 4-((S)-octan-2-yl) 2-methylenesuccinate C=C(C(=O)OC(C)C1=NN=NN1)CC(=O)O[C@@H](C)CCCCCC